CC(C(=O)OCC)(C)[Te]C ethyl 2-methyl-2-methyltellanyl-propanoate